3-(5H-imidazo[5,1-a]isoindol-5-yl)benzenesulfonamide C=1N=CN2C1C1=CC=CC=C1C2C=2C=C(C=CC2)S(=O)(=O)N